PROPANEDIOIC ACID MONOPOTASSIUM SALT [K+].C(CC(=O)O)(=O)[O-]